allcarbonyl sulfide C(C=C)C(=O)SC(=O)CC=C